4-[(4-{[(2R)-2-aminopropyl]amino}-butyl)amino]-5-chloro-2-fluoro-N-(5-fluoro-1,3-thiazol-2-yl)benzene-sulfonamide N[C@@H](CNCCCCNC1=CC(=C(C=C1Cl)S(=O)(=O)NC=1SC(=CN1)F)F)C